1-(2-chloro-4,6-difluorophenyl)-N-(5-cyano-6-(2H-1,2,3-triazol-2-yl)pyridin-3-yl)-5-(trifluoromethyl)-1H-pyrazole-4-carboxamide ClC1=C(C(=CC(=C1)F)F)N1N=CC(=C1C(F)(F)F)C(=O)NC=1C=NC(=C(C1)C#N)N1N=CC=N1